C1(CC1)C([C@@H](C=1N=C2N(N=C(C=C2)C[C@@H]2C(NCCC2)=O)C1)NC(OCC1=CC=CC=C1)=O)C1CC1 Benzyl ((S)-2,2-dicyclopropyl-1-(6-(((R)-2-oxopiperidin-3-yl)methyl)imidazo[1,2-b]pyridazin-2-yl)ethyl)carbamate